NC1=NC(=NC=2N1N=C(N2)C=2OC=CC2)NCCC2=CC=C(C=C2)NC(=O)C2(CCOCC2)C N-(4-(2-((7-amino-2-(furan-2-yl)-[1,2,4]triazolo[1,5-a][1,3,5]triazin-5-yl)amino)ethyl)phenyl)-4-methyltetrahydro-2H-pyran-4-carboxamide